ClC=1C=C(C=NC1OCC1(CCC(CC1)N1CCOCC1)F)S(=O)(=O)N 5-Chloro-6-(((1r,4r)-1-fluoro-4-morpholinocyclohexyl)methoxy)pyridine-3-sulfonamide